6-benzyl-2-chloro-5,6,7,8-tetrahydropyrido[4,3-d]pyrimidine C(C1=CC=CC=C1)N1CC2=C(N=C(N=C2)Cl)CC1